(1s,3s,5s)-N-((4-cyanothiophen-2-yl)methyl)-5-methyl-2-((4-phenoxybenzoyl)glycyl)-2-azabicyclo[3.1.0]hexane-3-carboxamide C(#N)C=1C=C(SC1)CNC(=O)[C@H]1N([C@H]2C[C@]2(C1)C)C(CNC(C1=CC=C(C=C1)OC1=CC=CC=C1)=O)=O